C(CCC)N(C(=N)N)CCC 1-butyl-1-propylguanidine